C1(=CC=CC=C1)C1=CC=2C(=NC=C(C2)C=2C=C(SC2)C(=O)NCC(F)(F)F)N1 4-(2-Phenyl-1H-pyrrolo[2,3-b]pyridin-5-yl)-N-(2,2,2-trifluoroethyl)thiophene-2-carboxamide